5-(trifluoromethyl)-1H-pyrazolo[3,4-b]Pyridine-3-carboxylic acid FC(C=1C=C2C(=NC1)NN=C2C(=O)O)(F)F